3-[(4-amino-2-methylpyrimidin-5-yl)methyl]-5-(2-hydroxyethyl)-4-methyl-1,3-thiazol-3-ium NC1=NC(=NC=C1C[N+]1=CSC(=C1C)CCO)C